N1N=NN=C1C1=C(C=CC=C1)C1=CC(=CC(=N1)N(CC(C)C)CC1=CC=C(C=C1)F)NC=1SC2=C(N1)C=CC=C2 6-(2-(1H-tetrazol-5-yl)phenyl)-N4-(benzo[d]thiazol-2-yl)-N2-(4-fluorobenzyl)-N2-isobutylpyridine-2,4-diamine